N-[1-[5-[3-[3-[[ethyl(methyl)sulfamoyl]amino]-2,6-difluorobenzoyl]-1H-pyrrolo[2,3-b]pyridin-5-yl]pyrimidin-2-yl]piperidin-4-yl]-N-methylacetamide C(C)N(S(=O)(=O)NC=1C(=C(C(=O)C2=CNC3=NC=C(C=C32)C=3C=NC(=NC3)N3CCC(CC3)N(C(C)=O)C)C(=CC1)F)F)C